4-(tert-butyl)-N-methylthiazol-2-amine C(C)(C)(C)C=1N=C(SC1)NC